1-(3-fluoro-4-(1-oxo-7-(piperidin-4-yl)isoindol-4-yl)phenyl)-3-(3-(trifluoromethyl)phenyl)urea FC=1C=C(C=CC1C1=C2C=NC(C2=C(C=C1)C1CCNCC1)=O)NC(=O)NC1=CC(=CC=C1)C(F)(F)F